C1(CC1)(C(=O)Cl)C(=O)Cl cyclopropane-1,1-dicarbonylchloride